OC[C@H](C1=CC=CC=C1)NC1=NC(=NC=C1C1=NC(=NO1)N1CCOCC1)NC=1C=C2C(NC(C2=CC1)=O)(C)C (S)-5-((4-((2-hydroxy-1-phenylethyl)amino)-5-(3-morpholino-1,2,4-oxadiazol-5-yl)pyrimidin-2-yl)amino)-3,3-dimethylisoindolin-1-one